ClC=1C=C(C=CC1C(F)(F)F)N1C=NN(C1=O)CC1=CC(=C(OC(C(=O)O)(C)C)C=C1)C 2-(4-((4-(3-chloro-4-(trifluoromethyl)phenyl)-5-oxo-4,5-dihydro-1H-1,2,4-triazol-1-yl)methyl)-2-methylphenoxy)-2-methylpropanoic acid